O=C1NC(CCC1N1C(C2=CC=C(C=C2C1=O)N1CCN(CC1)CCCN1CCC(CC1)C1=CC=C(C=C1)\C(=C(\CC)/C1=CC=CC=C1)\C1=CC=C(C=C1)B(O)O)=O)=O (Z)-(4-(1-(4-(1-(3-(4-(2-(2,6-dioxopiperidin-3-yl)-1,3-dioxoisoindolin-5-yl)piperazin-1-yl)propyl)piperidin-4-yl)phenyl)-2-phenylbut-1-en-1-yl)phenyl)boronic acid